benzo[1,3]dioxole-5-carboxylic acid [2-(7-oxa-1-aza-spiro[3.5]non-1-yl)-benzooxazol-5-yl]-amide N1(CCC12CCOCC2)C=2OC1=C(N2)C=C(C=C1)NC(=O)C1=CC2=C(OCO2)C=C1